N-(4-((1S,4S)-2,5-diazabicyclo[2.2.1]heptan-2-yl)-2-cyclopropylphenyl)-4-chloro-5-(trifluoromethyl)pyrimidin-2-amine [C@@H]12N(C[C@@H](NC1)C2)C2=CC(=C(C=C2)NC2=NC=C(C(=N2)Cl)C(F)(F)F)C2CC2